1,1,1-trimethoxyethane COC(C)(OC)OC